copper-zinc-lithium [Li].[Zn].[Cu]